((S)-4-((6S,9S)-8-(8-methylnaphthalen-1-yl)-2-(((S)-1-methylpyrrolidin-2-yl)methoxy)-6,7,8,9-tetrahydro-5H-6,9-methanopyrimido[4,5-c]azepin-4-yl)piperazin-2-yl)acetonitrile CC=1C=CC=C2C=CC=C(C12)N1[C@@H]2C3=C(C[C@H](C1)C2)C(=NC(=N3)OC[C@H]3N(CCC3)C)N3C[C@@H](NCC3)CC#N